3-(3,5-Difluorophenyl)-5-(1-hydroxyethyl)-4H-isoxazol FC=1C=C(C=C(C1)F)C1=NOC(C1)C(C)O